CN1CCN(CC1)C(=O)C=1C=C2C=CC(=CC2=CC1)CCNC1=C2C=CC=NC2=NC=C1 5-((2-(6-(4-methylpiperazine-1-carbonyl)naphth-2-yl)ethyl)amino)-1,8-naphthyridin